[Cl-].OCC[P+](CCCC)(CCCC)CCCC Hydroxyethyltributylphosphonium chloride salt